2-Methyl-2-propanyl (3aS,4R,6aR)-4-azidohexahydrocyclopenta[c]pyrrole-2(1H)-carboxylate N(=[N+]=[N-])[C@@H]1CC[C@H]2CN(C[C@H]21)C(=O)OC(C)(C)C